C(C(=C)C)(=O)OCCCCO hydroxypropylmethyl methacrylate